C(N)(OCC(C(C)I)CCC)=O 3-iodo-2-propylbutyl Carbamate